5-(4-chloro-2-fluorophenyl)-2,3-dimethyl-7-((2R)-2-(5-methyl-1,3,4-oxadiazol-2-yl)-4-morpholinyl)pyrido[4,3-d]pyrimidin-4(3H)-one ClC1=CC(=C(C=C1)C1=NC(=CC=2N=C(N(C(C21)=O)C)C)N2C[C@@H](OCC2)C=2OC(=NN2)C)F